C(C)(C)C=1C=NC=C(C1CC(=O)O)C(C)C 2-(3,5-diisopropylpyridin-4-yl)acetic acid